NC1=C(C=CC=C1)NC(=O)C1=CC=C(CNC(=O)C=2SC(=CN2)CNC2=CC=CC=C2)C=C1 N-(4-((2-aminophenyl)carbamoyl)benzyl)-5-((phenylamino)methyl)thiazole-2-carboxamide